O=C1NC(CCC1N1C(C2=CC=C(C=C2C1=O)N1CCC(CC1)OC1CN(C1)C(=O)OC(C)(C)C)=O)=O Tert-butyl 3-((1-(2-(2,6-dioxopiperidin-3-yl)-1,3-dioxoisoindolin-5-yl)piperidin-4-yl)oxy)azetidine-1-carboxylate